(2S,3S,4R,5S)-2-(((4-(3-Chlorophenyl)-2-oxido-1,3,2-dioxaphosphinan-2-yl)oxy)methyl)-4-fluoro-5-(5-methyl-2,4-dioxo-3,4-dihydropyrimidin-1(2H)-yl)tetrahydrofuran-3-yl acetate C(C)(=O)O[C@H]1[C@@H](O[C@@H]([C@@H]1F)N1C(NC(C(=C1)C)=O)=O)COP1(OCCC(O1)C1=CC(=CC=C1)Cl)=O